N1[C@@H](CNCCC1)CCO (R)-2-(1,4-diazepan-2-yl)ethanol